I(=O)(=O)[O-].C1C=CC=C1.[CH-]1C=CC=C1.[Fe+2] ferrocenium iodate